ClC1=C(C=C(C=C1)F)C1=CC=C(N=N1)OC1C[C@@H]2[C@@H](CN(C2)CC(C(C)(C)C)C)C1 (3aR,5r,6aS)-5-[6-(2-chloro-5-fluoro-phenyl)pyridazin-3-yl]oxy-2-(2,3,3-trimethylbutyl)-3,3a,4,5,6,6a-hexahydro-1H-cyclopenta[c]pyrrole